3-Methoxymethyl-1-[4-(2-oxo-2H-pyridin-1-ylmethyl)-benzyl]-1H-pyrazole-4-carboxylic Acid 6-cyano-2-fluoro-3-methoxy-benzylamide C(#N)C1=CC=C(C(=C1CNC(=O)C=1C(=NN(C1)CC1=CC=C(C=C1)CN1C(C=CC=C1)=O)COC)F)OC